C(C)(=O)[O-].C(C)(=O)[O-].C(CCC)[N+](CCCC)(CCCC)CCCC.C(CCC)[N+](CCCC)(CCCC)CCCC tetrabutylammonium bisacetate